COC(=O)C(C(=O)OC)=CC1=CC=C(C=C1)OC methyl α-methoxycarbonyl-p-methoxy-cinnamate